CN1N=C(C(=C1)[N+](=O)[O-])O[C@H]1COC[C@@H]1C 1-methyl-3-(((3r,4s)-4-methyltetrahydrofuran-3-yl)oxy)-4-nitro-1H-pyrazole